F[C@@H]1[C@H](CN(CC1)C1=NC=CC(=N1)NC=1N=CC2=C(C=CC(=C2C1)C(C)C)N1CC(C1)CS(=O)(=O)C)O (3S,4S)-4-fluoro-1-[4-({8-[3-(methanesulfonyl-methyl)azetidin-1-yl]-5-(propan-2-yl)isoquinolin-3-yl}amino)pyrimidin-2-yl]piperidin-3-ol